3-(3,4-difluorophenyl)-2-(trifluoromethyl)-6,7-dihydro-5H-cyclopenta[b]pyridin-4-amine FC=1C=C(C=CC1F)C=1C(=C2C(=NC1C(F)(F)F)CCC2)N